3,4,5-trimethoxytolualdehyde COC1=C(C(=CC(=C1OC)OC)C)C=O